2-Amino-4-(((R)-pentan-2-yl)amino)-6-(4-((S)-1-(propylamino)ethyl)benzyl)pyrimidine NC1=NC(=CC(=N1)N[C@H](C)CCC)CC1=CC=C(C=C1)[C@H](C)NCCC